CN(CCONC(=O)C1=CC2=C(N(C(=N2)NC=2OC3=C(N2)C=CC(=C3)C(F)(F)F)C)C=C1)C N-(2-(dimethylamino)-ethoxy)-1-methyl-2-((6-(trifluoromethyl)benzo-[d]oxazol-2-yl)amino)-1H-benzo[d]imidazole-5-carboxamide